NC(C)CC1=CC=CC=C1.[K] potassium amphetamine salt